((S)-2,2-difluorocyclopropyl)-((1R,5S)-3-(2-((1-methyl-1H-pyrazol-4-yl)amino)pyrimidin-4-yl)-3,8-diazabicyclo[3.2.1]-octan-8-yl)methanone FC1([C@@H](C1)C(=O)N1[C@H]2CN(C[C@@H]1CC2)C2=NC(=NC=C2)NC=2C=NN(C2)C)F